FC1=C(C(=O)CCC(=O)O)C=CC=C1 3-(2-fluorobenzoyl)propionic acid